indene-2,5-diol C1C(=CC2=CC(=CC=C12)O)O